Potassium peroxocarbonate C(=O)(O[O-])[O-].[K+].[K+]